zinc-aluminum Oxide [O-2].[Al+3].[Zn+2]